4-hexyl-dihydrofuran-2-one C(CCCCC)C1CC(OC1)=O